2-((3-chloro-4-(4-hydroxy-3-isopropylbenzyl)-5-methylphenyl)sulfinyl)acetic acid ClC=1C=C(C=C(C1CC1=CC(=C(C=C1)O)C(C)C)C)S(=O)CC(=O)O